[1-(4-methylbenzenesulfonyl)-1H-pyrrolo[3,2-c]pyridin-4-yl]methanol CC1=CC=C(C=C1)S(=O)(=O)N1C=CC=2C(=NC=CC21)CO